C(C=C)OCCOCCOCCOCCO tetraethylene glycol monoallyl ether